C(C)(C)(C)OC(=O)N1CC2=CC=CC=C2C[C@H]1[C@@H](CN)O[Si](C)(C)C(C)(C)C (S)-3-((R)-2-amino-1-((tert-butyldimethylsilyl)oxy)ethyl)-3,4-dihydroisoquinoline-2(1H)-carboxylic acid tert-butyl ester